N-(2-carbamoylphenyl)pyrazolo[1,5-a]pyrimidine-3-carboxamide hydrochloride Cl.C(N)(=O)C1=C(C=CC=C1)NC(=O)C=1C=NN2C1N=CC=C2